CC=1C(=NC=CC1)C=1SC=2C=NC(=CC2N1)NC1=NC(=C(C=C1)C1CCOCC1)CN1CCCC1 N-[2-(3-Methylpyridin-2-yl)-[1,3]thiazolo[5,4-c]pyridin-6-yl]-5-(oxan-4-yl)-6-[(pyrrolidin-1-yl)methyl]pyridin-2-amine